N1=CN=CC2=C1NC=C2C=2C=C1C=CC=NC1=CC2 6-(7H-pyrrolo[2,3-d]pyrimidin-5-yl)quinoline